(Z)-8-benzyl-6-(2-chloro-3-hydroxyphenyl)-2-(furan-2-ylmethylene)imidazo[1,2-a]pyrazin-3(2H)-one C(C1=CC=CC=C1)C=1C=2N(C=C(N1)C1=C(C(=CC=C1)O)Cl)C(/C(/N2)=C/C=2OC=CC2)=O